[Si](C)(C)(C(C)(C)C)OC[C@@H]1[C@H](C[C@@H](O1)N1C=NC=2C(N)=NC(=NC12)Cl)O 5'-O-tert-Butyldimethylsilyl-2-chloro-2'-deoxyadenosine